4-amino-N-(1,1-dimethyl-7-(1-methyl-1H-pyrazol-5-yl)isochroman-4-yl)-7-fluoro-N-methylimidazo[1,5-a]quinoxaline-8-carboxamide NC=1C=2N(C3=CC(=C(C=C3N1)F)C(=O)N(C)C1COC(C3=CC(=CC=C13)C1=CC=NN1C)(C)C)C=NC2